CNC.CC1=CC=C(C=C1)S(=O)(=O)O para-toluenesulfonic acid dimethylamine salt